trimethoxy-2-ethyl methacrylate C(C(=C)C)(=O)OCC(OC)(OC)OC